C(C)OC(CCCCCS(=O)(=O)[O-])=O.[Na+] Sodium 6-ethoxy-6-oxohexane-1-sulfonate